C(CCC)(=O)[O-].C(CC(=O)C)(=O)[O-].C(CC(=O)C)(=O)[O-].[Al+3] aluminum bis(acetoacetate) mono-n-butyrate